8-fluoro-N-[(2S)-4,4,4-trifluoro-2-methyl-1-phenylbut-2-yl]quinoline FC=1C=CC=C2C=CCN(C12)[C@@](CC1=CC=CC=C1)(CC(F)(F)F)C